5-[5-(cyclopropylamino)-3-fluoropyridin-2-yl]-1-ethylpyrazole-4-carboxylic acid ethyl ester C(C)OC(=O)C=1C=NN(C1C1=NC=C(C=C1F)NC1CC1)CC